OC1=C(C=C(C(=C1)OC)OC)C\C=C\C1=CC=C(C=C1)C (E)-1-(2-hydroxy-4,5-dimethoxyphenyl)-3-(p-tolyl)prop-2-en